benzyl ((trans)-4,4-dimethyl-1-(1-(1-methyl-6-oxo-1,6-dihydropyridin-3-yl)-1H-indazol-5-yl)-5-oxo-2-phenylpyrrolidin-3-yl)-carbamate CC1([C@H]([C@@H](N(C1=O)C=1C=C2C=NN(C2=CC1)C1=CN(C(C=C1)=O)C)C1=CC=CC=C1)NC(OCC1=CC=CC=C1)=O)C